propyl (4-bromo-2-carbamoyl-1H-pyrrol-1-yl)carbamate BrC=1C=C(N(C1)NC(OCCC)=O)C(N)=O